C(CCCCCCCCCCCCCCCCCCCCCCCCCCCCC)(=O)OCCCCCCCCC n-nonyl triacontanoate